[Si](C)(C)(C(C)(C)C)OC1CC=CC(C1)O (±)-5-((tert-butyldimethylsilyl)oxy)cyclohex-2-en-1-ol